methyl (S)-2-((4-(6-((2-fluoro-4-iodobenzyl)oxy)pyridin-2-yl)piperidin-1-yl)methyl)-1-(oxetan-2-ylmethyl)-1H-benzo[d]imidazole-6-carboxylate FC1=C(COC2=CC=CC(=N2)C2CCN(CC2)CC2=NC3=C(N2C[C@H]2OCC2)C=C(C=C3)C(=O)OC)C=CC(=C1)I